C1(CC1)C(=O)N1CCN(CC1)C1=CC=CC(=N1)C1=CN=C2N1C=C(N=C2)C(=O)N 3-(6-(4-(Cyclopropanecarbonyl)piperazin-1-yl)pyridin-2-yl)imidazo[1,2-a]pyrazine-6-carboxamide